CC1=NOC(=C1OB(O)O)C (3,5-dimethylisoxazol-4-yl)boric acid